[Pt+2].N(=C=O)C=1C(=NC=CC1)C1=NC=CC(=C1C1=NC=CC=C1)C isocyanato-(4'-methyl-terpyridine) platinum (II)